FC(C=1C=C2C=C(NC2=CC1)CNCCCCNCCNC1=NC2=C(C3=CN=CC=C13)C=CC(=C2)C(=O)N)(F)F 5-((2-((4-(((5-(Trifluoromethyl)-1H-indol-2-yl)methyl)amino)butyl)amino)ethyl)amino)benzo[c][2,6]naphthyridine-8-carboxamide